CC(C(=O)OCCCC)=C butyl 2-methylprop-2-enoate